C(C)(C)(C)C1=NNC(=C1)NCC(=O)N1CCC(CC1)C=1C=C2C(=C(NC2=CC1)C1=CC(=C(C=C1)OC)OC)C(C)C 2-((3-(tert-butyl)-1H-pyrazol-5-yl)amino)-1-(4-(2-(3,4-dimethoxyphenyl)-3-isopropyl-1H-indol-5-yl)piperidin-1-yl)ethan-1-one